ethyl 2-((2,4-dimethoxybenzyl) carbamoyl)-1,3-dimethyl-5-oxopyrrolidine-2-carboxylate COC1=C(CNC(=O)C2(N(C(CC2C)=O)C)C(=O)OCC)C=CC(=C1)OC